methyl 4-[[4-(trifluoromethyl)phenyl]sulfonimidoyl]benzoate FC(C1=CC=C(C=C1)S(=O)(=N)C1=CC=C(C(=O)OC)C=C1)(F)F